methyl 5-chloro-3-(chlorosulfonyl)thiophene-2-carboxylate ClC1=CC(=C(S1)C(=O)OC)S(=O)(=O)Cl